C(\C=C/C(=O)[O-])(=O)OCC=C prop-2-enyl (Z)-but-2-enedioate